FC1=CC=C(C=C1)N1N=CC=2C1=NC(=NC2NC(=O)C=2SC(=CC2)[N+](=O)[O-])N2[C@@H](CCC2)COC (S)-N-(1-(4-fluorophenyl)-6-(2-(methoxymethyl)pyrrolidin-1-yl)-1H-pyrazolo[3,4-d]pyrimidin-4-yl)-5-nitrothiophene-2-carboxamide